C(C)NCCCCCNCC diethylpentylenediamine